FC1=C(C(=CC(=C1)OC)F)N1C(=NC(=C1)C(C)C)NC(C1=CC=C(C=C1)OC(F)F)=O N-(1-(2,6-Difluoro-4-methoxyphenyl)-4-isopropyl-1H-imidazol-2-yl)-4-(difluoromethoxy)benzamide